CC(CS)C[Si](OCC)(OCC)OCC 2-Methyl-3-(triethoxysilyl)propanethiol